1-(1-(3-(3-amino-1-methyl-1H-pyrazolo[4,3-b]pyridin-6-yl)isoquinolin-8-yl)-3-ethyl-5,6-dihydroimidazo[1,5-a]pyrazin-7(8H)-yl)ethan-1-one NC1=NN(C=2C1=NC=C(C2)C=2N=CC1=C(C=CC=C1C2)C=2N=C(N1C2CN(CC1)C(C)=O)CC)C